NC=1C=C(C=C2C=C(N=CC12)NC(=O)[C@H]1[C@H](C1)F)C1=CN=NC=C1C1CC1 |r| (+-)-cis-N-[8-amino-6-(5-cyclopropylpyridazin-4-yl)-3-isoquinolinyl]-2-fluoro-cyclopropanecarboxamide